O[C@H](C)C1=NC=2C(=C3C(=NC2)NC=C3)N1[C@@H]1CN(CC1)CCC#N 3-((S)-3-(2-((R)-1-hydroxyethyl)imidazo[4,5-d]pyrrolo[2,3-b]pyridin-1(6H)-yl)pyrrolidin-1-yl)propionitrile